Cl.F[C@H]1CNCC1 (3R)-3-fluoropyrrolidine hydrochloride